1-(4-chloro-2-fluoro-phenyl)sulfonyl-N-[(5-methylpyrazin-2-yl)methyl]pyrazole-3-carboxamide ClC1=CC(=C(C=C1)S(=O)(=O)N1N=C(C=C1)C(=O)NCC1=NC=C(N=C1)C)F